C(#N)C1=CC(=C(CNC(=O)C2CCN(CC2)CC2=CC(=CC=C2)Cl)C=C1)C(F)(F)F N-(4-cyano-2-(trifluoromethyl)benzyl)-1-(3-chlorobenzyl)piperidine-4-carboxamide